NC=1C=CC(=C(C1)NC1=NC(=NC=C1N1CCCCC1)NC=1C=NN(C1)C)F N4-(5-amino-2-fluorophenyl)-N2-(1-methyl-1H-pyrazol-4-yl)-5-(piperidin-1-yl)pyrimidine-2,4-diamine